FC1(CCS(CC1)(=O)=O)C1=C(C=C(C=C1)C1=NO[C@H](C1)CN1N=NC=C1)F 4-Fluoro-4-(2-fluoro-4-{(5R)-5-[(1H-1,2,3-triazol-1-yl)methyl]-4,5-dihydro-1,2-oxazol-3-yl}phenyl)-1λ6-thiane-1,1-dione